benzo[g]isoquinolin-5-ylboronic acid C1=NC=CC2=C(C3=C(C=C12)C=CC=C3)B(O)O